C(C)N(CC)CC.C(#N)C=1C(=NC(=CC1C(F)(F)F)O)O 3-cyano-2,6-dihydroxy-4-trifluoromethyl-pyridine triethylamine salt